N-[5-[1-(2,2-Difluoroethyl)-1,2,4-triazol-3-yl]-4-fluoro-2-methylphenyl]-6-methylpyrazolo[1,5-a]pyridine-3-carboxamide FC(CN1N=C(N=C1)C=1C(=CC(=C(C1)NC(=O)C=1C=NN2C1C=CC(=C2)C)C)F)F